(R)-4-(3-bromo-7-(1-methyl-1H-pyrazol-5-yl)pyrazolo[1,5-a]pyrimidin-5-yl)-3-methylmorpholine BrC=1C=NN2C1N=C(C=C2C2=CC=NN2C)N2[C@@H](COCC2)C